CC1(OC=2C=C(C=C(C2C2[C@H]1CC=C(C2)C)O)CCCCC)C (6Ar)-6,6,9-trimethyl-3-pentyl-6a,7,10,10a-tetrahydrobenzo[c]chromen-1-ol